3-[5,7-difluoro-2-(4-fluorophenyl)-1H-indol-3-yl]Butyric acid methyl ester COC(CC(C)C1=C(NC2=C(C=C(C=C12)F)F)C1=CC=C(C=C1)F)=O